dibenzo[b,d]Thiophene-2-ylboronic acid C1=C(C=CC=2SC3=C(C21)C=CC=C3)B(O)O